Aspartyl-Phenylalanine N[C@@H](CC(=O)O)C(=O)N[C@@H](CC1=CC=CC=C1)C(=O)O